C(C)C1C(C(=O)[O-])(C=CC(=C1N)C)C 2-ethyl-p-dimethyl-amino-benzoate